C(C)(C)(C)N(C(O)=O)C1=NC=C2C=C(C=3N(C2=C1)CCN3)C=3C=NC(=CC3C)C(CC)=O.ICCN(CCI)C3=CC=C(OC(=O)N[C@@H](CCC(=O)O)C(=O)O)C=C3 4-[N,N-bis(2-iodoethyl)amino]phenoxycarbonyl-L-glutamic acid tert-butyl-N-[4-(4-methyl-6-propanoylpyridin-3-yl)-1H,2H-imidazo[1,2-a]1,6-naphthyridin-8-yl]carbamate